N4-[2-(2,4-difluorophenyl)pyrimidin-4-yl]-N2-(4-morpholinophenyl)pyrimidine-2,4-diamine FC1=C(C=CC(=C1)F)C1=NC=CC(=N1)NC1=NC(=NC=C1)NC1=CC=C(C=C1)N1CCOCC1